NC1=C2C(=NC=N1)N(N=C2C2=CC=C(C=C2)OC2=CC=CC=C2)C2CCC(CC2)CN2CCC(CC2)C=2C=C1C(N(C(C1=CC2F)=O)C2C(NC(CC2)=O)=O)=O 5-(1-((4-(4-amino-3-(4-phenoxyphenyl)-1H-pyrazolo[3,4-d]pyrimidin-1-yl)cyclohexyl)methyl)piperidin-4-yl)-2-(2,6-dioxopiperidin-3-yl)-6-fluoroisoindoline-1,3-dione